1-[(3S)-4-(3-chloro-5-fluoro-phenyl)-3-methyl-piperazin-1-yl]-2-methoxy-pentane-1,4-dione ClC=1C=C(C=C(C1)F)N1[C@H](CN(CC1)C(C(CC(C)=O)OC)=O)C